C1N(CCC2=CC=CC=C12)[C@H]1[C@@H](CNCC1)O trans-4-(3,4-dihydroisoquinolin-2(1H)-yl)-3-hydroxypiperidine